NC1=C(N=CC(=N1)N1CCC2(CC1)[C@@H](C1=CC(=CC=C1C2)C)N)SC2=C(C(=NC=C2)N)Cl (S)-1'-(6-amino-5-((2-amino-3-chloropyridin-4-yl)thio)pyrazin-2-yl)-6-methyl-1,3-dihydro-spiro[indene-2,4'-piperidin]-1-amine